BrCC(=O)C=1SC(=C(C1)Cl)Cl 2-bromo-1-(4,5-dichlorothiophen-2-yl)ethan-1-one